3-(1,3-dimethylpyrazol-4-yl)-6,7-dihydro-5H-pyrrolo[4,3-b]pyridin-5-one CN1N=C(C(=C1)C=1C=C2C(=NC1)CNC2=O)C